1-((cis-3-(benzyloxy)cyclobutyl)methoxy)-4-fluoro-2-methylbenzene C(C1=CC=CC=C1)O[C@H]1C[C@H](C1)COC1=C(C=C(C=C1)F)C